FC=1C=CC=C2CCCN(C12)C(=O)C=1C=CC=2N(C1)C(=CN2)C=2C=CC(=NC2)NC(OC)=O methyl N-[5-[6-(8-fluoro-3,4-dihydro-2H-quinoline-1-carbonyl)imidazo[1,2-a]pyridin-3-yl]-2-pyridyl]carbamate